CC=1C=2C(=C3N(C2CC(C1)N)N=CN=C3N)C=3C=NC1=CC=CC=C1C3 6-methyl-5-(quinolin-3-yl)-8,9-dihydro-[1,2,4]Triazino[1,6-a]Indole-4,8-diamine